(4-ethylcyclohexyl)ethyl fumarate C(\C=C\C(=O)[O-])(=O)OCCC1CCC(CC1)CC